NC1=CC=C(C=N1)C#CC1=CC=C2CN(C(C2=C1)=O)[C@@H](C(=O)NC1=NC=CC=C1)C1=C(C=CC(=C1)F)O |r| (2RS)-2-[6-[2-(6-Amino-3-pyridyl)ethynyl]-1-oxo-isoindolin-2-yl]-2-(5-fluoro-2-hydroxyphenyl)-N-(2-pyridyl)acetamid